3-(8-amino-2-(2-fluoro-6-((6-methyl-5-oxo-2,6-diazaspiro[3.4]oct-2-yl)methyl)benzyl)-5-(pyrimidin-4-yl)-[1,2,4]triazolo[1,5-a]pyrazin-6-yl)benzonitrile NC=1C=2N(C(=C(N1)C=1C=C(C#N)C=CC1)C1=NC=NC=C1)N=C(N2)CC2=C(C=CC=C2CN2CC1(C2)C(N(CC1)C)=O)F